2,3,4-trifluorobenzol oxid FC12C(C=CC(=C1F)F)O2